tert-butyl (2R,3S,4S)-3-[({2-[(tert-butoxycarbonyl)(2-isopropoxy ethyl)amino]ethyl}carbamoyl)oxy]-4-[(tert-butoxycarbonyl)oxy]-2-[(4-methoxyphenyl)methyl]pyrrolidine-1-carboxylate C(C)(C)(C)OC(=O)N(CCNC(=O)O[C@H]1[C@H](N(C[C@@H]1OC(=O)OC(C)(C)C)C(=O)OC(C)(C)C)CC1=CC=C(C=C1)OC)CCOC(C)C